FC(C=1C=C(N=NC1)N1CCN(CC1)S(=O)(=O)CCCO)(F)F 3-((4-(5-(trifluoromethyl)pyridazin-3-yl)piperazin-1-yl)sulfonyl)propan-1-ol